(S)-(5-(difluoromethyl)-1-isopropyl-1H-pyrazol-4-yl)(4-(4-fluorobenzo[d]thiazol-2-yl)-6,7-dihydro-1H-imidazo[4,5-c]pyridin-5(4H)-yl)methanone FC(C1=C(C=NN1C(C)C)C(=O)N1[C@@H](C2=C(CC1)NC=N2)C=2SC1=C(N2)C(=CC=C1)F)F